5-(4-aminophenyl)nicotinonitrile NC1=CC=C(C=C1)C=1C=NC=C(C#N)C1